trans-N1-((trans-4-(4-Methoxy-3-methylphenyl)cyclohexyl)methyl)-N1-(3-(2-methoxythiazol-5-yl)phenyl)-N4,N4-dimethylcyclohexane-1,4-dicarboxamide COC1=C(C=C(C=C1)[C@@H]1CC[C@H](CC1)CN(C(=O)[C@@H]1CC[C@H](CC1)C(=O)N(C)C)C1=CC(=CC=C1)C1=CN=C(S1)OC)C